rac-tert-butyl methyl((3-(6-(1-methyl-1H-pyrazol-4-yl)pyrazolo[1,5-a]pyrazin-4-yl)cyclopentyl)methyl)carbamate CN(C(OC(C)(C)C)=O)CC1CC(CC1)C=1C=2N(C=C(N1)C=1C=NN(C1)C)N=CC2